1-(4-(8-((4-((7-fluoro-1-methyl-1H-benzo[d]imidazol-5-yl)oxy)-2-methoxy-5-methylphenyl)amino)pyrimido[5,4-d]pyrimidin-2-yl)piperazin-1-yl)prop-2-en-1-one 2,2,2-trifluoroacetate FC(C(=O)O)(F)F.FC1=CC(=CC2=C1N(C=N2)C)OC2=CC(=C(C=C2C)NC2=NC=NC1=C2N=C(N=C1)N1CCN(CC1)C(C=C)=O)OC